FC1=C(C=CC=C1)C=1C(NC2=CC=C(C=C2C1)C1=CC=C(C=C1)N1CCN(CC1)C(C)C)=O 3-(2-fluorophenyl)-6-{4-[4-(propan-2-yl)piperazin-1-yl]phenyl}-1,2-dihydroquinolin-2-one